tert-Butyl (R)-(1-(3-fluoro-3-methylazetidin-1-yl)-1-oxopropan-2-yl)carbamate FC1(CN(C1)C([C@@H](C)NC(OC(C)(C)C)=O)=O)C